di(2-tert-butylphenyl)amine C(C)(C)(C)C1=C(C=CC=C1)NC1=C(C=CC=C1)C(C)(C)C